C(C)(C)(C)OC(=O)NCCCN(C(OC(C)(C)C)=O)CCCCNCCCC1=CC=C(C=C1)C=1OC=2C3=C(C=CC2C(C1)=O)OC(O3)(C3=CC=CC=C3)C3=CC=CC=C3 tert-butyl (3-((tert-butoxycarbonyl)amino)propyl)(4-((3-(4-(6-oxo-2,2-diphenyl-6H-[1,3]dioxolo[4,5-h]chromen-8-yl)phenyl)propyl)amino)butyl)carbamate